[3-(4-Bromophenyl)-4-methyl-pyrrolidin-1-yl]-(3-pyridazin-4-yl-1H-pyrazol-5-yl)methanone BrC1=CC=C(C=C1)C1CN(CC1C)C(=O)C1=CC(=NN1)C1=CN=NC=C1